2,2'-biquinolinate N1=C(C(=CC2=CC=CC=C12)C(=O)[O-])C1=NC2=CC=CC=C2C=C1